2-methoxy-6-(perfluorophenyl)naphthalene COC1=CC2=CC=C(C=C2C=C1)C1=C(C(=C(C(=C1F)F)F)F)F